Cl.S(N)(=O)(=O)C1=CC=C(C=C1)[C@H](C)NC(=O)C1(CCOCC1)N1C[C@@H](CC1)OC1=CC(=CC=C1)C(F)(F)F N-((S)-1-(4-Sulfamoylphenyl)ethyl)-4-((R)-3-(3-(trifluoromethyl)phenoxy)pyrrolidin-1-yl)tetrahydro-2H-pyran-4-carboxamide, hydrochloride